3-(2,5-dimethyl-1,2,3,4-tetrahydroisoquinolin-7-yl)-5-(2-fluoro-6-methyl-4-(piperidin-2-yl)phenyl)-1H-indazole-6-carbonitrile CN1CC2=CC(=CC(=C2CC1)C)C1=NNC2=CC(=C(C=C12)C1=C(C=C(C=C1C)C1NCCCC1)F)C#N